4-((2-(4-((3-Benzyl-9-methyl-4H,6H-thieno[2,3-e][1,2,4]triazolo[3,4-c][1,4]oxazepin-2-yl)ethynyl)-1H-pyrazol-1-yl)ethyl)amino)-2-(2,6-dioxopiperidin-3-yl)isoindolin-1,3-dion C(C1=CC=CC=C1)C1=C(SC=2N3C(COCC21)=NN=C3C)C#CC=3C=NN(C3)CCNC3=C2C(N(C(C2=CC=C3)=O)C3C(NC(CC3)=O)=O)=O